NCC#CC1=CC(=C(S1)C)C#CCCN 4-(5-(3-aminoprop-1-yn-1-yl)-2-methylthiophen-3-yl)but-3-yn-1-amine